2-[[2-[(5-fluoro-2-oxo-indol-3-ylidene)methyl]-3-methyl-4,5,6,7-tetrahydro-1H-indol-6-yl]methyl]isoindole-1,3-dione FC=1C=C2C(C(NC2=CC1)=O)=CC=1NC=2CC(CCC2C1C)CN1C(C2=CC=CC=C2C1=O)=O